2-bromo-2-(4-chloro-2-methoxyphenyl)-1-(5-(trifluoromethoxy)-1H-indol-3-yl)ethanone BrC(C(=O)C1=CNC2=CC=C(C=C12)OC(F)(F)F)C1=C(C=C(C=C1)Cl)OC